N-(adamantan-1-yl)-4-(2,6-difluoropyridin-3-yl)-1H-pyrrole-2-carboxamide C12(CC3CC(CC(C1)C3)C2)NC(=O)C=2NC=C(C2)C=2C(=NC(=CC2)F)F